ClC=1C=C(C=C(C1OC=1C=C2C(=CC=NC2=CC1)C)Cl)N1N=C(C(NC1=O)=O)C#N 2-(3,5-dichloro-4-((4-methylquinolin-6-yl)oxy)phenyl)-3,5-dioxo-2,3,4,5-tetrahydro-1,2,4-triazine-6-carbonitrile